4-([1,1'-biphenyl]-4-yl)-2-chloropyridine C1(=CC=C(C=C1)C1=CC(=NC=C1)Cl)C1=CC=CC=C1